C1C(CC2=CC=CC=C12)C#N 2,3-dihydro-1H-inden-2-carbonitrile